2,4-dinitrobenzenesulfenamide [N+](=O)([O-])C1=C(C=CC(=C1)[N+](=O)[O-])SN